1,4-bis{[(3-methyl-3-oxetanyl)methoxy]methyl}benzene CC1(COC1)COCC1=CC=C(C=C1)COCC1(COC1)C